FC(OC1=C(C(=O)N[C@H]2[C@H](C2)F)C(=CC(=C1)C=1C=NN2C1C=CC(=C2)C(C=O)(C)C)OC)F 2-(difluoromethoxy)-4-[6-(1,1-dimethyl-2-oxo-ethyl)pyrazolo[1,5-a]pyridin-3-yl]-N-[(1R,2S)-2-fluorocyclopropyl]-6-methoxy-benzamide